C(C)(C)(C)OC(=O)N[C@H](C(=O)N1[C@@H]([C@H]2[C@H]3C=C[C@@H]([C@H]2C1)C3(F)F)C(=O)O)C(C)(C)C (1S,3aS,4S,7R,7aR)-2-((S)-2-((tert-butoxycarbonyl)amino)-3,3-dimethylbutanoyl)-8,8-difluoro-2,3,3a,4,7,7a-hexahydro-1H-4,7-methanoisoindole-1-carboxylic acid